(R)-6,7-dimethoxy-N-(1-(m-tolyl)ethyl)phthalazin COC=1C=C2C=NN(CC2=CC1OC)[C@H](C)C=1C=C(C=CC1)C